2-(4-(2-fluoro-3-(1-(4-fluorophenyl)ethyl)-4-hydroxybenzyl)-3,5-dimethylphenoxy)acetic acid FC1=C(CC2=C(C=C(OCC(=O)O)C=C2C)C)C=CC(=C1C(C)C1=CC=C(C=C1)F)O